N-methyl-N,N,N-trioctyl-ammonium chloride [Cl-].C[N+](CCCCCCCC)(CCCCCCCC)CCCCCCCC